COC1=C(C(=CC(=C1)OCC1=C(C(=CC=C1)C1=CC=CC=C1)C)OC)CN1[C@@H](CCCC1)C(=O)O (2S)-1-[[2,6-dimethoxy-4-[(2-methyl-3-phenylphenyl)methoxy]phenyl]methyl]piperidine-2-carboxylic acid